3-Ethyl-4-oxo-4,5,6,7-tetrahydropyrazolo[1,5-a]pyrazine-2-carboxylic acid ethyl ester C(C)OC(=O)C1=NN2C(C(NCC2)=O)=C1CC